CN(C1=NSC(=N1)N[C@@H]1[C@H]([C@H]([C@H](OC1)CO)O)O)C (2R,3R,4R,5S)-5-((3-(dimethylamino)-1,2,4-thiadiazol-5-yl)amino)-2-(hydroxymethyl)tetrahydro-2H-pyran-3,4-diol